OC1=CC(=NN1C1=CC=CC=C1)C1=CC=C(C=C1)C=1CCC(NN1)=O 6-(4-(5-hydroxy-1-phenyl-1H-pyrazol-3-yl)phenyl)-4,5-dihydropyridazin-3(2H)-one